CCCCC/C=C\C/C=C\C/C=C\C/C=C\CCCCCC(=O)O[C@H](COC(=O)CCC/C=C\C/C=C\C/C=C\C/C=C\C/C=C\CC)COP(=O)([O-])OCC[N+](C)(C)C 1-(5Z,8Z,11Z,14Z,17Z-eicosapentaenoyl)-2-(7Z,10Z,13Z,16Z-docosatetraenoyl)-glycero-3-phosphocholine